ClC=1N=C(C2=C(N1)C=CS2)N2CCC(CC2)C(=O)NC2=C(C=C(C=C2)F)F 1-(2-chlorothieno[3,2-d]pyrimidin-4-yl)-N-(2,4-difluorophenyl)piperidine-4-carboxamide